BrC=1N=CN(C1)C1=C2C(=NC=C1)NC=C2 4-(4-Bromo-imidazol-1-yl)-1H-pyrrolo[2,3-b]pyridine